2-METHYL-2-METHYLSULFANYL-PROPIONALDEHYDE CC(C=O)(C)SC